C1=CC=CC=2C3=CC=CC=C3C(C12)COC(=O)NN 9-fluorenylmethoxycarbonylhydrazine